2-(2-((((9H-Fluoren-9-yl)methoxy)carbonyl)amino)acetamido)acetic acid C1=CC=CC=2C3=CC=CC=C3C(C12)COC(=O)NCC(=O)NCC(=O)O